2,2-Dimethyl-N-[6-(1-methyl-piperidin-4-carbonyl)pyridin-2-yl]-propionamid CC(C(=O)NC1=NC(=CC=C1)C(=O)C1CCN(CC1)C)(C)C